COC1=CC=C(C=C1)N1C2CCC1CC1=NC=CC=C12 (±)-10-(4-methoxyphenyl)-6,7,8,9-tetrahydro-5H-5,8-epiminocyclohepta[b]pyridine